chloro-6-phenyl-N-(1-phenyl-2-(pyrrolidin-1-yl)ethyl)-5,6,7,8-tetrahydropyrido[4,3-d]pyrimidin-4-amine ClC=1N=C(C2=C(N1)CCN(C2)C2=CC=CC=C2)NC(CN2CCCC2)C2=CC=CC=C2